rac-dimethylsilylbis(2-methyl-4-phenylindenyl)hafnium C[SiH](C)[Hf](C1C(=CC2=C(C=CC=C12)C1=CC=CC=C1)C)C1C(=CC2=C(C=CC=C12)C1=CC=CC=C1)C